(6,7-dimethoxy-2-(4-(tetrahydrofuran-2-carbonyl)piperazin-1-yl)quinazolin-4-yl)glycine COC=1C=C2C(=NC(=NC2=CC1OC)N1CCN(CC1)C(=O)C1OCCC1)NCC(=O)O